NCCOCCN1CCN(CC1)C(=O)OCC1=CC=CC=C1 benzyl 4-[2-(2-aminoethoxy)ethyl]piperazine-1-carboxylate